C(CCCCCCC)OC(CCC(=O)OCC(COC(CCCCCCC\C=C/C\C=C/CCCCC)=O)COC(=O)OCCCN1CCCC1)OCCCCCCCC.NC(CC1=CC=C(C=C1)OCC1=CC=CC=C1)C1OC1 (1'-amino-2-[4-(benzyloxy)phenyl]ethyl)oxirane (9Z,12Z)-3-((4,4-bis(octyloxy)butanoyl)oxy)-2-((((3-(pyrrolidin-1-yl)propoxy)carbonyl)oxy)methyl)propyloctadeca-9,12-dienoate